trihexyl-(tetradecyl)-phosphonium tetrafluoroborate F[B-](F)(F)F.C(CCCCC)[P+](CCCCCCCCCCCCCC)(CCCCCC)CCCCCC